(E)-1-(3-methoxyphenyl)but-2-en-1-one COC=1C=C(C=CC1)C(\C=C\C)=O